ClCC1=CC=C(C=C1)N1C(=NC=2C1=NC(=CC2)C=2C=NC=C(C2)OC)C=2C(=NC=CC2)N 3-(3-(4-(Chloromethyl)phenyl)-5-(5-methoxypyridin-3-yl)-3H-imidazo[4,5-b]pyridin-2-yl)pyridin-2-amine